OCCN(CC#CCO\N=C\1/CC(CC2=C1C(=CO2)C)(C)C)CCO (E)-3,6,6-Trimethyl-6,7-dihydrobenzofuran-4(5H)-one-O-(4-(bis(2-hydroxyethyl)amino)but-2-yn-1-yl)oxime